NCCN1CCN(CC1)C1=NC2=CC=C(C=C2C(=C1)C)NC(=S)NCCN(CC)CC 1-(2-(4-(2-aminoethyl)piperazin-1-yl)-4-methylquinolin-6-yl)-3-(2-(diethylamino)ethyl)thiourea